BrCC1(C)C(C=C(C(=C1)F)F)F 1-(Bromomethyl)-2,4,5-trifluorotoluene